[N+](=O)([O-])C1=C(C=CC=C1)C(C(C(=O)OCC)=C=O)C=C=O Ethyl (2-nitrophenyl)-2,4-dicarbonylbutyrate